(E)-6-(4-(Dimethylamino)but-2-enoyl)-4-(2-(1-methyl-3-(trifluoromethyl)-1H-pyrazol-4-yl)phenyl)-4,5,6,7-tetrahydrothieno[2,3-c]pyridine-2-carbonitrile CN(C/C=C/C(=O)N1CC2=C(C(C1)C1=C(C=CC=C1)C=1C(=NN(C1)C)C(F)(F)F)C=C(S2)C#N)C